5-(difluoromethoxy)-1,2-dihydrospiro[indole-3,4'-piperidin]-2-one FC(OC=1C=C2C(=CC1)NC(C21CCNCC1)=O)F